BrC1=CC=C2C=C(N(C2=C1)C(=O)OC(C)(C)C)CCl tert-butyl 6-bromo-2-(chloromethyl)indole-1-carboxylate